1-[5-(5-fluoro-2-methoxypyridin-4-yl)-1-[[2-(trimethylsilyl)ethoxy]methyl]pyrazole-3-carbonyl]-2,2-dimethylpiperidine-4-carboxylic acid FC=1C(=CC(=NC1)OC)C1=CC(=NN1COCC[Si](C)(C)C)C(=O)N1C(CC(CC1)C(=O)O)(C)C